C(C)(C)(C)OC(=O)N1[C@H](C[C@H](C1)OC1=NC=NC(=C1)Cl)C (2s,4r)-4-(6-chloropyrimidin-4-yl)oxy-2-methyl-pyrrolidine-1-carboxylic acid tert-butyl ester